5-chloro-2-methyl-N-((1r,4r)-4-((3-(4-(oxetan-3-ylcarbamoyl)phenyl)-2-oxo-2,3-dihydro-1H-benzo[d]imidazol-1-yl)methyl)cyclohexyl)nicotinamide ClC=1C=NC(=C(C(=O)NC2CCC(CC2)CN2C(N(C3=C2C=CC=C3)C3=CC=C(C=C3)C(NC3COC3)=O)=O)C1)C